4,4'-isopropylidene-(bisphenyl) diphosphite O1P(OC2=C(C=CC=C2)C(C)(C)C2=C1C=CC=C2)OP([O-])[O-]